O=C1N(C(C=C1)=O)CCNC(CCCCC(=O)OC(C)(C)C)=O tert-butyl 6-((2-(2,5-dioxo-2,5-dihydro-1H-pyrrol-1-yl) ethyl) amino)-6-oxohexanoate